2-[(cyclohexyloxycarbonyl)amino]ethyl methacrylate C(C(=C)C)(=O)OCCNC(=O)OC1CCCCC1